BrC1=NC(=CC(=C1)C1CN(CC(N1)C(F)(F)F)C(=O)OCCCC)Cl butyl 3-(2-bromo-6-chloropyridin-4-yl)-5-(trifluoromethyl)piperazine-1-carboxylate